COC(=O)C1=C(NC(=C(C1)C(=O)O)C)C 2,6-dimethyl-1,4-dihydropyridine-3,5-dicarboxylic acid methyl ester